2-(3-((6-(cyclopropanecarboxamido)-3-((methyl-d3)carbamoyl)pyridazin-4-yl)amino)-2-methoxyphenyl)thiazole-5-carboxylic acid, lithium salt [Li+].C1(CC1)C(=O)NC1=CC(=C(N=N1)C(NC([2H])([2H])[2H])=O)NC=1C(=C(C=CC1)C=1SC(=CN1)C(=O)[O-])OC